C(C1=CC=CC=C1)OC(=O)[C@@]1(CN(C[C@@H]1CCCB1OC(C(O1)(C)C)(C)C)C([C@H](C)N)=O)N=[N+]=[N-] (3R,4S)-benzyl-1-((S)-2-aminopropanoyl)-3-azido-4-(3-(4,4,5,5-tetramethyl-1,3,2-dioxaborolan-2-yl)propyl)pyrrolidine-3-carboxylate